propan-2-yl tetradecanoate C(CCCCCCCCCCCCC)(=O)OC(C)C